2-methoxy-4-[(7-methoxy-4-quinolinyl)methyl]phenol COC1=C(C=CC(=C1)CC1=CC=NC2=CC(=CC=C12)OC)O